BrC1=CC(=C(C=C1)C=1SC(=NN1)C1=NC(=NC(=C1)C)N1CCC(CC1)(F)F)N1CCC2(CC2)CC1 (4-bromo-2-(6-azaspiro[2.5]oct-6-yl)phenyl)-5-(2-(4,4-difluoropiperidin-1-yl)-6-methylpyrimidin-4-yl)-1,3,4-thiadiazole